O\N=C\C1=NC(=C(C(=O)OCC)C(=C1)C)C Ethyl (E)-6-((hydroxyimino)methyl)-2,4-dimethylnicotinate